O=C1OCCCC1=C[O-] (2-oxo-tetrahydropyran-3-ylidene)methoxide